C(C)(=O)C=1C(=C(NC1C)C(=O)NC1=C(C=CC(=C1)S(N(CC)CC)(=O)=O)O)CC 4-acetyl-N-[5-(diethylsulfamoyl)-2-hydroxyphenyl]-3-ethyl-5-methyl-1H-pyrrole-2-carboxamide